C1(=CC=CC=C1)C1=NC(=C2N(C=NC2=N1)C1=CC=CC=C1)C1=CC=CC=C1 2,6,7-triphenylpurine